ClC1=CC(=CN=N1)N1CC2CCC(C1)N2[C@@H]2CC[C@H](CC2)C2=C(C=CC=C2)C2CC2 3-(6-chloropyridazin-4-yl)-8-[trans-4-(2-cyclopropylphenyl)cyclohexyl]-3,8-diazabicyclo[3.2.1]octane